Racemic-(3S,4S)-3-fluoro-2,2,6,6-tetramethyl-piperidin-4-amine F[C@@H]1C(NC(C[C@@H]1N)(C)C)(C)C |r|